carbamic acid methyl ester, trifluoroacetate salt FC(C(=O)O)(F)F.COC(N)=O